(S)-3-(1-aminoethyl)-8-methyl-2-(1H-pyrazol-3-yl)isoquinolin-1(2H)-one N[C@@H](C)C=1N(C(C2=C(C=CC=C2C1)C)=O)C1=NNC=C1